CN(C=1C=C(OCCOCC=2N=C(OC2)N(CC2=CC=C(C=C2)N2CCCC2)CC2=CC(=CC=C2)OC)C=CC1)C 4-((2-(3-(dimethylamino)phenoxy)ethoxy)methyl)-N-(3-methoxybenzyl)-N-(4-(pyrrolidin-1-yl)benzyl)oxazol-2-amine